methyl-(S)-2-(1-(3-chloro-5-fluoro-2-((4-(4-fluoro-1H-pyrazol-1-yl)-2-methylquinolin-8-yloxy)methyl)phenyl)ethyl)isoindoline-1,3-dione CC1=C2C(N(C(C2=CC=C1)=O)[C@@H](C)C1=C(C(=CC(=C1)F)Cl)COC=1C=CC=C2C(=CC(=NC12)C)N1N=CC(=C1)F)=O